C(N)(=O)C1=CC(=NC2=C1N=CN=C2N[C@@H]2CN(CCC2)C(=O)OC(C)(C)C)C2=CCC(CC2)N2CCOCC2 tert-butyl (3S)-3-({8-carbamoyl-6-[4-(morpholin-4-yl)cyclohex-1-en-1-yl]pyrido[3,2-d]pyrimidin-4-yl}amino)piperidine-1-carboxylate